2',6'-diiodoacetophenone IC1=C(C(=CC=C1)I)C(C)=O